propyl para-toluenesulfonate CC1=CC=C(C=C1)S(=O)(=O)OCCC